COC(C1=CC(=CC(=C1)OC[C@@H]1COCC1)C=1SC(=CN1)C)=O 3-(5-methyl-1,3-thiazol-2-yl)-5-[(3S)-tetrahydrofuran-3-ylmethoxy]benzoic acid methyl ester